O=C1N(C(CC1)=O)OC(CCCCC[N+]1=C(C(C2=CC=CC=C12)(C)C)C=CC=C1N(C2=CC=CC=C2C1(C)C)CCCCCC(=O)ON1C(CCC1=O)=O)=O 1-[6-(2,5-dioxopyrrolidin-1-yloxy)-6-oxohexyl]-2-(3-{1-[6-(2,5-dioxopyrrolidin-1-yloxy)-6-oxohexyl]-3,3-dimethyl-1,3-dihydro-2H-indol-2-ylidene}prop-1-en-1-yl)-3,3-dimethyl-3H-indolium